BrC1=CC=C(C=C1)NC(OC(C)(C)C)=O tert-butyl (4-bromophenyl)carbamate